C1(=CC=CC=C1)[Si](C1=CC=C(C=C1)C=1C=NC=CC1)(C1=CC=C(C=C1)C=1C=NC=CC1)C1=CC=CC=C1 diphenyl-bis(4-(pyridin-3-yl)phenyl)silane